molybdenum hexaoxide [Mo](=O)(=O)(=O)(=O)(=O)=O